3-ethyl-4-{3-isopropyl-4-(4-(1-methyl-1H-pyrazol-4-yl)-1H-imidazole-1-yl)-1H-pyrazolo[3,4-b]pyridine-1-yl}benzonitrile C(C)C=1C=C(C#N)C=CC1N1N=C(C=2C1=NC=CC2N2C=NC(=C2)C=2C=NN(C2)C)C(C)C